N-(2-methyl-[1,2,4]triazolo[1,5-a]pyridin-7-yl)-1,1-diphenylmethanimine CC1=NN2C(C=C(C=C2)N=C(C2=CC=CC=C2)C2=CC=CC=C2)=N1